1,3-dimethylpropan-2-yn-1-one CC(C#CC)=O